NC(CCC(=O)[O-])(CCC(=O)[O-])N Diaminopimelat